ClC1=C(C=C(C=C1)F)C1NC(C=2C=3N(C=C(C21)NC(C2=CC(=CC(=C2)C(F)(F)F)F)=O)C=NC3)=O N-(7-(2-chloro-5-fluorophenyl)-9-oxo-8,9-dihydro-7H-imidazo[1,5-a]pyrrolo[3,4-c]pyridin-6-yl)-3-fluoro-5-(trifluoromethyl)benzamide